[2,2'-binaphthyl]-3-ol C1=C(C(=CC2=CC=CC=C12)O)C1=CC2=CC=CC=C2C=C1